ClC1=C(C=CC=C1Cl)N1C(=NC(=C(C1=O)C)C1=C(C=CC(=C1)C)S(=O)(=O)O)S(=O)(=O)C 1-(2,3-dichlorophenyl)-2-methanesulfonyl-5-methyl-6-oxo-1,6-dihydropyrimidin-4-yl-4-methylbenzene-1-sulfonic acid